4-{1-[6-({4-[2-amino-6-(m-cyanophenyl)-4-pyrimidinyl]-1H-1,2,3-triazol-1-yl}methyl)-2-pyridinyl]ethyl}cyclohexanecarboxylic acid NC1=NC(=CC(=N1)C=1N=NN(C1)CC1=CC=CC(=N1)C(C)C1CCC(CC1)C(=O)O)C1=CC(=CC=C1)C#N